nonane-2,6-dienal C(C=CCCC=CCC)=O